C(CCCCCCCC)[N+]1=CSC2=C1C=CC=C2 N-Nonylbenzothiazolium